C(C)(C)(C)OC(NCCOCCOCC(=O)N[C@H](C(=O)N1[C@@H](C[C@H](C1)O)C(NCC1=CC=C(C=C1)C1=C(N=CS1)C)=O)C(C)(C)C)=O tert-butyl(2-(2-(2-(((S)-1-((2S,4R)-4-hydroxy-2-((4-(4-methylthiazol-5-yl)benzyl)carbamoyl)pyrrolidin-1-yl)-3,3-dimethyl-1-oxobutan-2-yl)amino)-2-oxoethoxy)ethoxy)ethyl)carbamate